4-[(6-chloro-3-pyridyl)sulfonimidoyl]benzoic acid ClC1=CC=C(C=N1)S(=O)(=N)C1=CC=C(C(=O)O)C=C1